(2S)-6-[(1S,4S,5R)-5-{[5-cyclopropyl-3-(2,6-dichlorophenyl)-1,2-oxazol-4-yl]methoxy}-2-azabicyclo[2.2.1]heptan-2-yl]-1,2,3,4-tetrahydronaphthalene-2-carboxylic acid C1(CC1)C1=C(C(=NO1)C1=C(C=CC=C1Cl)Cl)CO[C@H]1[C@@H]2CN([C@H](C1)C2)C=2C=C1CC[C@@H](CC1=CC2)C(=O)O